4-[[2-(4-chloro-3-hydroxy-phenyl)acetyl]amino]-N-[(1s,2s)-2-hydroxycyclopentyl]pyridine-2-carboxamide ClC1=C(C=C(C=C1)CC(=O)NC1=CC(=NC=C1)C(=O)N[C@@H]1[C@H](CCC1)O)O